cyclopent-2-ene-1,1-dicarboxylate C1(C=CCC1)(C(=O)[O-])C(=O)[O-]